[8-(piperazin-1-yl)isoquinolin-4-yl]-1,3-diazacyclohexane-2,4-dione N1(CCNCC1)C=1C=CC=C2C(=CN=CC12)N1C(NC(CC1)=O)=O